1-[(4aS,8aR)-4-(6-chloropyridazin-3-yl)-3,4a,5,7,8,8a-hexahydro-2H-pyrido[4,3-b][1,4]oxazin-6-yl]ethanone ClC1=CC=C(N=N1)N1[C@@H]2[C@H](OCC1)CCN(C2)C(C)=O